cyclopropan-1-amine dihydrochloride Cl.Cl.C1(CC1)N